Methyl 3-chloro-6-(2-chloro-6-cyano-4-(trifluoromethyl) phenyl)picolinate ClC=1C(=NC(=CC1)C1=C(C=C(C=C1C#N)C(F)(F)F)Cl)C(=O)OC